C(CCCCCCCCCCC)C=1C(=C(C=C(C1)C)N1N=C2C(=N1)C=CC=C2)O 2-(3-dodecyl-5-methyl-2-hydroxyphenyl)benzotriazole